N1=CC(=CC=C1)C1=NC=NC=C1 4-pyridin-3-yl-pyrimidin